C1(=CC=CC=C1)[C@H](CO)CCCC=1C=CC2=C(C=CO2)C1 (R)-2-phenyl-5-(5-benzofuranyl)-1-pentanol